N1(CCNCCC1)[C@H](CCC)C1=NC2=CC(=C(C=C2C(N1CC)=O)Br)F (R)-2-(1-(1,4-Diazepan-1-yl)butyl)-6-bromo-3-ethyl-7-fluoroquinazolin-4(3H)-one